C(C1=CC=CC=C1)N1C2(CN(C2)C(=O)OC(C)(C)C)CNCC1 tert-butyl 5-benzyl-2,5,8-triazaspiro[3.5]nonane-2-carboxylate